BrC(C1=NC=C(C=C1)Cl)C1=CC=CC=C1 2-[bromo(phenyl)methyl]-5-chloro-pyridine